N-(1,2-Dimethylpiperidin-4-yl)-N-methyl-5-[5-(1H-pyrazol-4-yl)pyrimidin-2-yl][1,3]thiazolo[5,4-d][1,3]thiazol-2-amin CN1C(CC(CC1)N(C=1SC=2N=C(SC2N1)C1=NC=C(C=N1)C=1C=NNC1)C)C